N-chloro-4-carboxybenzenesulfonamide ClNS(=O)(=O)C1=CC=C(C=C1)C(=O)O